FC(C1=C(C(=NN1[C@@H]1COCC1)C1=CC=C(C=C1)CNC(C1=C(C=CC=C1)OC)=O)C(=O)N)F 5-(Difluoromethyl)-3-[4-[[(2-methoxybenzoyl)amino]methyl]phenyl]-1-[(3S)-tetrahydrofuran-3-yl]pyrazole-4-carboxamide